ClC=1C=CC2=C(C(N(CO2)[C@@H]2C[C@@H](CCC2)N2C(=NC=3C=NC(=CC32)C3=NNC=N3)C3=C(C=CC=C3)F)=O)C1 6-chloro-3-((1S,3R)-3-(2-(2-fluorophenyl)-6-(1H-1,2,4-triazol-3-yl)-1H-imidazo[4,5-c]pyridin-1-yl)cyclohexyl)-2,3-dihydro-4H-benzo[e][1,3]oxazin-4-one